(R)-3-(3-chloro-4-fluorophenyl)-1-(1-(7-methoxy-1-oxo-1,2-dihydroisoquinolin-4-yl)ethyl)-1-methylurea ClC=1C=C(C=CC1F)NC(N(C)[C@H](C)C1=CNC(C2=CC(=CC=C12)OC)=O)=O